N-((4-((9-(cyclopropylmethyl)-9H-purin-6-yl)oxy)phenyl)carbamothioyl)-3-methoxybenzamide C1(CC1)CN1C2=NC=NC(=C2N=C1)OC1=CC=C(C=C1)NC(=S)NC(C1=CC(=CC=C1)OC)=O